(3-Fluorobenzyl)-N-(6-(hydroxymethyl)pyridin-3-yl)picolinamide FC=1C=C(CC=2C(=NC=CC2)C(=O)NC=2C=NC(=CC2)CO)C=CC1